1-[(3,4-difluorophenyl)methyl]-N-[(6S)-5-oxo-1,4,6,7-tetrahydropyrazolo[3,4-b][1,4]oxazepin-6-yl]pyrazole-3-carboxamide FC=1C=C(C=CC1F)CN1N=C(C=C1)C(=O)N[C@@H]1C(NC2=C(OC1)NN=C2)=O